N-(2-(4-Fluoropiperidin-1-yl)-6-methylpyrimidin-4-yl)-4-(methylsulfonamido)-2-(6-azaspiro[2.5]octan-6-yl)benzamide FC1CCN(CC1)C1=NC(=CC(=N1)NC(C1=C(C=C(C=C1)NS(=O)(=O)C)N1CCC2(CC2)CC1)=O)C